COC=1C=NC=2CCC[C@@H](C2C1)N1C(C2=CC(=CC(=C2CC1)OS(=O)(=O)C(F)(F)F)C(=O)OC)=O methyl (S)-2-(3-methoxy-5,6,7,8-tetrahydroquinolin-5-yl)-1-oxo-5-(((trifluoromethyl)sulfonyl)oxy)-1,2,3,4-tetrahydroisoquinoline-7-carboxylate